C(N)(=N)C=1C=C(SC1)[C@@H](C)NC(=O)[C@H]1N(C[C@H](C1)COC)C(CNC(C1=CC=C(C=C1)OC1=CC=CC=C1)=O)=O |o1:16| (2S,4S*)-N-((R)-1-(4-carbamimidoylthiophen-2-yl)ethyl)-4-(methoxymethyl)-1-((4-phenoxybenzoyl)glycyl)pyrrolidine-2-carboxamide